4-(hydroxymethyl)pyrrolidine-1-carboxylic acid tert-butyl ester C(C)(C)(C)OC(=O)N1CCC(C1)CO